FC(C(C(F)(F)F)(O)C1=CC=C(C=C1)NC(=O)C1N(CC2=CC(=CC=C12)S(=O)(=O)C)C(=O)NC)(F)F N1-[4-(1,1,1,3,3,3-Hexafluoro-2-hydroxypropan-2-yl)phenyl]-N2-methyl-5-(methylsulfonyl)-1,3-dihydro-2H-isoindole-1,2-dicarboxamide